4-[4-(methoxy)phenoxy]aniline COC1=CC=C(OC2=CC=C(N)C=C2)C=C1